n-octadecyl-3-(3,5-di-tert-butyl-4-hydroxyphenyl)propionate C(CCCCCCCCCCCCCCCCC)OC(CCC1=CC(=C(C(=C1)C(C)(C)C)O)C(C)(C)C)=O